C[N+](CCCCCCCCCCCCCC)(C)CC(CS(=O)(=O)[O-])CC 2-((dimethyl(tetradecyl)ammonio)methyl)butane-1-sulfonate